2-{2-[(3-{[4-(trifluoromethyl)phenyl]amino}pyrazin-2-yl)oxy]ethyl}isoindole-1,3-dione FC(C1=CC=C(C=C1)NC=1C(=NC=CN1)OCCN1C(C2=CC=CC=C2C1=O)=O)(F)F